COCOC=1C=C(C2=CC=CC=C2C1)N1CC=2N=C(N=C(C2CC1)N1CCNCC1)OC[C@H]1N(CCC1)C (S)-7-(3-(methoxymethoxy)naphthalen-1-yl)-2-((1-methylpyrrolidin-2-yl)methoxy)-4-(piperazin-1-yl)-5,6,7,8-tetrahydropyrido[3,4-d]pyrimidine